ClC1=NC=C(C(=N1)OC)SC(F)F 2-chloro-5-(difluoromethylsulfanyl)-4-methoxy-pyrimidine